CN(C1=CC(=NC=C1)C#CC1=NC=C(N=C1)C)C dimethyl-{2-[2-(5-methylpyrazin-2-yl)ethynyl](4-pyridyl)}amine